ClC=1C=C(C=CC1)C1=CN(C2=NC=CC(=C21)N2CCOCC2)COCC[Si](C)(C)C 4-(3-(3-chlorophenyl)-1-((2-(trimethylsilyl)ethoxy)methyl)-1H-pyrrolo[2,3-b]pyridin-4-yl)morpholine